2-{[(7,8-dimethyl-4-oxo-1,4-dihydroquinolin-2-yl)methyl]sulfanyl}-N-(2-ethoxyphenyl)acetamide CC1=CC=C2C(C=C(NC2=C1C)CSCC(=O)NC1=C(C=CC=C1)OCC)=O